[K].C(CCCCCCCC)S(=O)(=O)OF fluoro nonyl-sulfonate potassium